OC1=C2C(C[C@H](OC2=CC(=C1)O)C1=CC=C(C=C1)OC)=O (2S)-5,7-dihydroxy-2-(4-methoxyphenyl)-2,3-dihydrochromen-4-one